BrC1=C(C=C2C(=NC(=NC2=C1F)OC[C@H]1N(CCC1)C)N1CCN(CC1)C(=O)OC(C)(C)C)Cl tert-butyl (S)-4-(7-bromo-6-chloro-8-fluoro-2-((1-methylpyrrolidin-2-yl)methoxy)quinazolin-4-yl)piperazine-1-carboxylate